N-(cyanomethyl)pyrazine C(#N)CN1CC=NC=C1